CN1CCN(CC1)C1=CC=C(C=C1)C=1C=C2C(=NC1)NC=C2 5-[4-(4-methylpiperazin-1-yl)phenyl]pyrrolo[2,3-b]pyridine